ClC1=NC=C(C(=N1)N[C@H]1[C@@](CCC1)(O)C)[N+](=O)[O-] (1R,2R)-2-((2-chloro-5-nitropyrimidin-4-yl)amino)-1-methylcyclopentane-1-ol